1-(5-bromopyridin-2-yl)-1,1-difluoro-2-(2-fluorophenyl)-3-(2H-1,2,3-triazol-2-yl)propan-2-ol BrC=1C=CC(=NC1)C(C(CN1N=CC=N1)(O)C1=C(C=CC=C1)F)(F)F